C(C)(C)(C)OC(CCCCCCCCNC(C1=CN=C(C=C1)O)=O)=O.O=C1C=CC(=CN1S(=O)(=O)C1=CC(=CC=C1)C(NCC#C)=O)C(=O)NCCCCCCCCC(=O)OC(C)(C)C tert-butyl 9-(6-oxo-1-((3-(prop-2-yn-1-ylcarbamoyl)phenyl)sulfonyl)-1,6-dihydropyridine-3-carboxamido)nonanoate Tert-butyl-9-(6-hydroxynicotinamido)nonanoate